5-methyl-6-(1-methyl-2-(phenylamino)-1H-benzo[d]imidazol-6-yl)-4,5-dihydropyridazin-3(2H)-one CC1CC(NN=C1C=1C=CC2=C(N(C(=N2)NC2=CC=CC=C2)C)C1)=O